2,2'-diamino-1,1'-binaphthyl hydrochloride Cl.NC1=C(C2=CC=CC=C2C=C1)C1=C(C=CC2=CC=CC=C12)N